[Na+].[Na+].[Na+].P([O-])(=O)(OP(=O)([O-])OP(=O)([O-])O)OC[C@@H]1[C@H]([C@H]([C@@H](O1)N1C=NC=2C(=O)NC(N)=NC12)O)O guanosine triphosphate trisodium salt